butylhydroxytoluene CC1C=C(C(C)(C)C)C(O)=C(C(C)(C)C)C=1